4-((3-chloro-4-methoxybenzyl)amino)-2-methylsulfanyl-pyrimidine-5-carboxylic acid ClC=1C=C(CNC2=NC(=NC=C2C(=O)O)SC)C=CC1OC